4-Bromo-5-[[(2S)-1-(3-oxo-3-[4-[5-(trifluoromethyl)pyrimidin-2-yl]piperazin-1-yl]propoxy)propan-2-yl]amino]-2,3-dihydropyridazin-3-one BrC=1C(NN=CC1N[C@H](COCCC(N1CCN(CC1)C1=NC=C(C=N1)C(F)(F)F)=O)C)=O